CC1(C2=CC=CC=C2C=2C=CC(=CC12)NC1=CC=2C=CC=CC2C=2C3=C(OC21)C=CC=C3)C N-(9,9-dimethyl-9H-fluoren-2-yl)benzo[b]naphtho[1,2-d]furan-6-amine